N-(&beta;-aminoethyl)-&gamma;-aminopropyl-methyldimethoxysilane NCCNCCC[Si](OC)(OC)C